C(#N)C=1C=C(C=CC1)CN1C2=C(C3=CC=CC(=C13)C(=O)O)C(CCCC2)CC 5-[(3-cyanophenyl)methyl]-10-ethyl-5H,6H,7H,8H,9H,10H-cyclohepta[b]indole-4-carboxylic acid